17-azido-3,6,9,12,15-pentaoxaheptadecane-1-ol N(=[N+]=[N-])CCOCCOCCOCCOCCOCCO